(R)-1-((4-Bromophenyl)(Phenyl)Methyl)Azetidin-3-Yl Methanesulfonate CS(=O)(=O)OC1CN(C1)[C@H](C1=CC=CC=C1)C1=CC=C(C=C1)Br